(S)-methyl 2-((2S,4S)-4-(tert-butyl)pyrrolidine-2-carboxamido)-3-((S)-2-oxopyrrolidin-3-yl)propanoate C(C)(C)(C)[C@@H]1C[C@H](NC1)C(=O)N[C@H](C(=O)OC)C[C@H]1C(NCC1)=O